9-(2-methylsulfonylethyl)-3,9-diazabicyclo[3.3.1]Nonane CS(=O)(=O)CCN1C2CNCC1CCC2